dibenzyl-N,N'-bis(3-aminopropyl)ethylenediamine C(C1=CC=CC=C1)N(CCN(CCCN)CC1=CC=CC=C1)CCCN